N-(6-(2-hydroxypropan-2-yl)pyridin-3-yl)-4-(1H-imidazol-1-yl)pyrimidine-2-carboxamide OC(C)(C)C1=CC=C(C=N1)NC(=O)C1=NC=CC(=N1)N1C=NC=C1